5-(acetyloxy)-4-(2',4'-Dichloro-4-cyclopropyl-[1,1'-biphenyl]-3-yl)-3,6-dihydro-2,2,6,6-tetramethyl-2H-pyran-3-one C(C)(=O)OC1=C(C(C(OC1(C)C)(C)C)=O)C=1C=C(C=CC1C1CC1)C1=C(C=C(C=C1)Cl)Cl